FC(C1=NN=C(S1)N1N=CC2=C(C=C(C=C12)S(=O)(=O)NC1(CC1)C#N)C1=NC=CN=C1)F 1-[({1-[5-(difluoromethyl)(1,3,4-thiadiazol-2-yl)]-4-pyrazin-2-yl-1H-indazol-6-yl}sulfonyl)amino]cyclopropanecarbonitrile